FC1(CCN(CC1)C1=C(C=CC(=N1)NC(C1=C(C=C(C=C1)NS(=O)(=O)CCO)N1CCC2(CC2)CC1)=O)N1C(CCC1)=O)F N-(6-(4,4-difluoropiperidin-1-yl)-5-(2-oxopyrrolidin-1-yl)pyridin-2-yl)-4-(2-hydroxyethylsulfonylamino)-2-(6-azaspiro[2.5]oct-6-yl)benzamide